tert-butyl 6-(2,2-difluorocyclopropyl)-2,3-dihydro-4H-pyrido[3,2-b][1,4]oxazine-4-carboxylate FC1(C(C1)C=1C=CC=2OCCN(C2N1)C(=O)OC(C)(C)C)F